S(=O)(=O)(ON1[C@@H]2CC[C@H](N(C1=O)C2)C(NC(CN)=O)=N)[O-].[Na+] sodium (2S,5R)-2-(N-glycylcarbamimidoyl)-7-oxo-1,6-diazabicyclo[3.2.1]oct-6-yl sulfate